N[C@@H](CS)C(=O)O.[Ti] titanium cysteine